FC(C(=O)O)(F)F.C1(CCC1)\C(=C(/C=1C=C2C(=NNC2=CC1)F)\C1=CC=C(OCCNC/C=C/C(=O)N(C)C)C=C1)\C1=CC=CC=C1 (E)-4-((2-(4-((E)-2-cyclobutyl-1-(3-fluoro-1H-indazol-5-yl)-2-phenylvinyl)phenoxy)ethyl)amino)-N,N-dimethylbut-2-enamide 2,2,2-trifluoroacetate